(3S,4R,8R,9R,10S)-9-(4-bromophenyl)-3,4-dihydroxy-10-(hydroxymethyl)-N-(4-methoxyphenyl)-1,6-diazabicyclo[6.2.0]decane-6-carboxamide BrC1=CC=C(C=C1)[C@@H]1[C@@H]2CN(C[C@H]([C@H](CN2[C@@H]1CO)O)O)C(=O)NC1=CC=C(C=C1)OC